1-(4-chlorophenyl)-1H-1,2,4-triazole ClC1=CC=C(C=C1)N1N=CN=C1